OCCC=C(C(=O)O)C.C(C=C)(=O)O acrylate (beta-hydroxyethyl methacrylate)